1-(2-pyrimidinyl)indole N1=C(N=CC=C1)N1C=CC2=CC=CC=C12